4-(2-Cyclopropylethyl)-N-(4-hydroxy-3-(methylsulfonyl)phenyl)benzamide C1(CC1)CCC1=CC=C(C(=O)NC2=CC(=C(C=C2)O)S(=O)(=O)C)C=C1